5-(8-Methyl-[1,2,4]triazolo[1,5-a]pyridin-6-yl)-1-(1-methylpiperidin-4-yl)-1,3-dihydro-2H-benzo[d]imidazol-2-on CC=1C=2N(C=C(C1)C1=CC3=C(N(C(N3)=O)C3CCN(CC3)C)C=C1)N=CN2